C1(=CC(=CC=C1)SCC)C ethyl (3-tolyl) sulfide